(4-Methoxy-2-nitro-phenyl)-(4-nitro-phenyl)-amine COC1=CC(=C(C=C1)NC1=CC=C(C=C1)[N+](=O)[O-])[N+](=O)[O-]